C(CC)N1CC=C(C=C1)C=C 1-propyl-4-vinyl-pyridine